NC1=C(C(=NN1C1CC2CCC(C1)N2C)C2=C1C=CNC1=C(C=C2)CNC(C2=C(C=CC(=C2)F)OC)=O)C(=O)N 5-amino-3-(7-((5-fluoro-2-methoxybenzamido)methyl)-1H-indol-4-yl)-1-(8-methyl-8-azabicyclo[3.2.1]octan-3-yl)-1H-pyrazole-4-carboxamide